N-hydroxy-4-(5-morpholinyl-6-(phenylethynyl)-1H-benzimidazol-2-yl)benzamide ONC(C1=CC=C(C=C1)C1=NC2=C(N1)C=C(C(=C2)N2CCOCC2)C#CC2=CC=CC=C2)=O